C1=NC=CC=2NC=3C=C(C=CC3C21)C=2C=C(C(=NC2)N2CCC(CC2)CCN2CCN(CC2)C=2C=C1C(N(C(C1=CC2F)=O)C2C(NC(CC2)=O)=O)=O)C(F)(F)F 5-(4-(2-(1-(5-(5H-pyrido[4,3-b]indol-7-yl)-3-(trifluoromethyl)pyridin-2-yl)piperidin-4-yl)ethyl)piperazin-1-yl)-2-(2,6-dioxopiperidin-3-yl)-6-fluoroisoindoline-1,3-dione